bisdopamine carbonate C(O)(O)=O.NCCC1=CC(O)=C(O)C=C1.NCCC1=CC(O)=C(O)C=C1